ClC1=CC2=C(C=N1)C(=NN2C2=NC(=NC(=C2)C)C(C)(F)F)N2CC(CC2)N(C(OCC2=CC=CC=C2)=O)C benzyl (1-(6-chloro-1-(2-(1,1-difluoroethyl)-6-methylpyrimidin-4-yl)-1H-pyrazolo[4,3-c]pyridin-3-yl)pyrrolidin-3-yl)(methyl)carbamate